benzyl 1-[2-(tert-butoxycarbonylamino)ethyl]-1-(2-tert-butoxy-2-oxo-ethyl)piperidin-1-ium-4-carboxylate 2,2,2-trifluoroacetate FC(C(=O)[O-])(F)F.C(C)(C)(C)OC(=O)NCC[N+]1(CCC(CC1)C(=O)OCC1=CC=CC=C1)CC(=O)OC(C)(C)C